N-(2-(4-ethylpiperazin-1-yl)-5-(4-(4-((6-(trifluoromethyl)pyridazin-3-yl)oxy)phenyl)-piperidine-1-carbonyl)phenyl)-2-phenylacetamide C(C)N1CCN(CC1)C1=C(C=C(C=C1)C(=O)N1CCC(CC1)C1=CC=C(C=C1)OC=1N=NC(=CC1)C(F)(F)F)NC(CC1=CC=CC=C1)=O